ClCC1=NN2C(=NC=3C(=CC=CC3C2=N1)OC)N 2-(chloromethyl)-7-methoxy-[1,2,4]triazolo[1,5-c]quinazolin-5-amine